tert-butyl 3-(5-bromofuran-2-yl)-5,6-dihydroimidazo[1,2-a]pyrazine-7(8H)-carboxylate BrC1=CC=C(O1)C1=CN=C2N1CCN(C2)C(=O)OC(C)(C)C